C(C)(=O)OC1C(N=CCN1[Si](OC)(OC)OC)=O N-trimethoxysilyl-3,6-diazainonyl acetate